NC1=C(C(=O)O)C=CC(=C1)Cl 2-amino-4-chloro-benzoic acid